(1-Methyl-1H-1,2,4-triazol-3-yl)methyl (1-((4-fluoro-3-(trifluoromethyl)phenyl) carbamoyl)-2-methyl-2,4,5,6-tetrahydrocyclopenta[c]pyrrol-4-yl)carbamate FC1=C(C=C(C=C1)NC(=O)C=1N(C=C2C1CCC2NC(OCC2=NN(C=N2)C)=O)C)C(F)(F)F